CC1=NC(=CC2=C1CC(C2)CNCCC2CN(C(O2)=O)C2=NC1=C(OCC(N1)=O)N=C2)OCC2=NNC=C2 6-[5-[2-[[1-methyl-3-(1H-pyrazol-3-ylmethoxy)-6,7-dihydro-5H-cyclopenta[c]pyridin-6-yl]methylamino]ethyl]-2-oxo-1,3-oxazolidin-3-yl]-4H-pyrazino[2,3-b][1,4]oxazin-3-one